C(C)(C)C1=NN=C2N1N=C(C=C2NC=2C=NC=C(C2)OC)NC(CC)CC isopropyl-N8-(5-methoxypyridin-3-yl)-N6-(pentan-3-yl)-[1,2,4]triazolo[4,3-b]pyridazine-6,8-diamine